(2-methyl-6-propyl-1,4-phenylene) ether CC1=C2C(=CC(=C1)O2)CCC